C1(CC1)CN1[C@H]2[C@@]3(CC[C@H]([C@H]4[C@@]3(C=3C(=C(C=CC3C2)O)O4)CC1)NC(=O)C=1C=C4C=CNC4=CC1)O 17-Cyclopropylmethyl-3,14β-dihydroxy-4,5α-epoxy-6β-(indole-5-carboxamido)morphinan